3-Cyano-6,6-dimethyl-11-oxo-6,11-dihydro-5H-benzo[b]carbazol-8-carboxylic acid (2-hydroxy-ethyl)-methyl-amide OCCN(C(=O)C=1C=CC2=C(C(C=3NC4=CC(=CC=C4C3C2=O)C#N)(C)C)C1)C